FC=1C=C(C=CC1)NC(=O)C12C(C(=NO1)C=1C=NC=CC1)C1CCC2C1 N-(3-Fluorophenyl)-3-(pyridin-3-yl)-3a,4,5,6,7,7a-hexahydro-4,7-methanobenzo[d]isoxazole-7a-carboxamide